NC=1SC2=C(N1)CC[C@@H](C2)NC(CCN2CCN(CC2)C=2SC1=C(N2)C=CC=C1)=O (S)-N-(2-amino-4,5,6,7-tetrahydrobenzo[d]thiazol-6-yl)-3-(4-(benzo[d]thiazol-2-yl)piperazin-1-yl)propanamide